NC1=NN2C(N=CC=C2)=C1C(=O)NC(C)C=1C=C(C=2N(C1N1CC(CC1)(F)F)C=NC2)Cl 2-Amino-N-{1-[8-chloro-5-(3,3-difluoropyrrolidin-1-yl)imidazo[1,5-a]pyridin-6-yl]ethyl}pyrazolo[1,5-a]pyrimidine-3-carboxamide